FC1=CC=C2C=C(C=NC2=C1F)C(=O)N 7,8-difluoro-quinoline-3-carboxamide